5-Methoxy-7-methyl-1H-indole-1-carboxylic acid tert-butyl ester C(C)(C)(C)OC(=O)N1C=CC2=CC(=CC(=C12)C)OC